tert-butyl (2S,4R)-4-(benzyloxy)-2-(fluoromethyl)pyrrolidine-1-carboxylate C(C1=CC=CC=C1)O[C@@H]1C[C@H](N(C1)C(=O)OC(C)(C)C)CF